O=C1N(C=CC=C1)C1=CC(=NC=C1)C(=O)O 2-oxo-2H-[1,4'-bipyridine]-2'-carboxylic acid